t-2-glycidyloxybutyltrimethoxysilane C(C1CO1)OC(C[Si](OC)(OC)OC)CC